N2-(1-ethyl-1H-indazol-4-yl)-N4-methyl-5-(trifluoromethyl)pyrimidine-2,4-diamine C(C)N1N=CC2=C(C=CC=C12)NC1=NC=C(C(=N1)NC)C(F)(F)F